((2R,6S)-1-methylpiperazine-2,6-diyl) diacetate C(C)(=O)O[C@H]1N([C@H](CNC1)OC(C)=O)C